C(C)S(=O)(=O)CCNC(=O)C1=CC2=C(N(C(=N2)NC=2SC3=C(N2)C=CC(=C3)Cl)C)C=C1 2-(6-Chloro-benzothiazol-2-ylamino)-1-methyl-1H-benzoimidazole-5-carboxylic acid (2-ethanesulfonyl-ethyl)-amide